SSSCCCCCCCC trithiaundecane